ONCC=CCC1=CC=C(C=C1)\C\1=N/C(C=2N(C3=C1C(=C(S3)C)C)C(=NN2)C)CC(=O)OC(C)(C)C tert-butyl (E)-2-(4-(4-(4-(hydroxyamino)but-2-en-1-yl)phenyl)-2,3,9-trimethyl-6H-thieno[3,2-f][1,2,4]triazolo[4,3-a][1,4]diazepin-6-yl)acetate